ClC=1C=C(CNC2=NC=NC3=CC(=C(C=C23)OC2CCN(CC2)C(C=C)=O)OC)C=CC1Cl 1-(4-((4-((3,4-dichlorobenzyl)amino)-7-methoxy-quinazolin-6-yl)oxy)piperidin-1-yl)prop-2-en-1-one